NCCNC(CCC(=O)N)=O N'-(2-aminoethyl)butanediamide